FC1=CC=2C3=C(NC2C=C1OC)C=CC=N3 8-fluoro-7-methoxy-5H-pyrido[3,2-b]indole